O=C1NC(CCC1N1C(C2=CC=C(C=C2C1=O)C1(CCN(CC1)CC1=CC=C(C(=O)N)C=C1)O)=O)=O 4-((4-(2-(2,6-dioxopiperidin-3-yl)-1,3-dioxoisoindolin-5-yl)-4-hydroxypiperidin-1-yl)methyl)benzamide